(-)-acetyl-glutamic acid C(C)(=O)N[C@@H](CCC(=O)O)C(=O)O